bis-(n-butyl-cyclopentadienyl)hafnium C(CCC)C1(C=CC=C1)[Hf]C1(C=CC=C1)CCCC